1-(5-(4-((1H-pyrazol-4-yl)amino)quinazolin-2-yl)-2,5-diazabicyclo[2.2.1]heptan-2-yl)-2-methylpropan-1-one N1N=CC(=C1)NC1=NC(=NC2=CC=CC=C12)N1C2CN(C(C1)C2)C(C(C)C)=O